(1-(Cyclopropylmethyl)-7-(dimethylamino)-1H-indol-2-yl)methanol C1(CC1)CN1C(=CC2=CC=CC(=C12)N(C)C)CO